FC1=C(C=CC=C1)N1C(=NN=C1C1=NC=C(C=C1)S(=O)(=O)C)C1CC(C1)N1CC=CC=C1 N-((1S,3r)-3-(4-(2-fluorophenyl)-5-(5-(methylsulfonyl)pyridin-2-yl)-4H-1,2,4-triazol-3-yl)cyclobutyl)pyridine